tert-Butyl (2S,4R)-4-(N-(2-((tert-butyldimethylsilyl)oxy)ethyl)-2,2,2-trifluoroacetamido)-2-phenylpiperidine-1-carboxylate [Si](C)(C)(C(C)(C)C)OCCN(C(C(F)(F)F)=O)[C@H]1C[C@H](N(CC1)C(=O)OC(C)(C)C)C1=CC=CC=C1